BrC1=CC=C(C=C1)SSC1=CC=C(C=C1)Br di(4-bromophenyl) disulfide